1-(2,4-dichlorophenyl)-1,2-propanediol ClC1=C(C=CC(=C1)Cl)C(C(C)O)O